8-fluoro-4-hydroxy-3-(2-methoxyethyl)-6-(3-(4-(pyrrolidin-1-yl)phenyl)-1,2,4-thiadiazol-5-yl)-3,4-dihydro-2H-benzo[e][1,3]oxazin-2-one FC1=CC(=CC=2C(N(C(OC21)=O)CCOC)O)C2=NC(=NS2)C2=CC=C(C=C2)N2CCCC2